CC1(NC(CC(C1)NCCCCCCNC1CC(NC(C1)(C)C)(C)C)(C)C)C N,N'-Bis(2,2,6,6-tetramethyl-4-piperidyl)hexa-methylendiamin